ClC1=NC=C(C(=C1)N1C(C(=C(C=C1C)OCC1=NC=C(C=C1F)F)Cl)=O)OC 2',3-dichloro-4-((3,5-difluoropyridine-2-yl)methoxy)-5'-methoxy-6-methyl-2H-[1,4'-bipyridyl]-2-one